sodium hydrogencarbonate sodium citrate C(CC(O)(C(=O)O)CC(=O)[O-])(=O)[O-].[Na+].C(O)(O)=O.[Na+]